ClC=1C=C(OC2C(C(C2(C)C)NC(C2=CC=C(C=C2)N2CCN(CC2)CC2CCNCC2)=O)(C)C)C=CC1C#N N-((1r,3r)-3-(3-chloro-4-cyanophenoxy)-2,2,4,4-tetramethylcyclobutyl)-4-(4-(piperidin-4-ylmethyl)piperazin-1-yl)benzamide